5-(4-Amino-3-nitrophenyl)-10,15,20-triphenyl-porphyrin NC1=C(C=C(C=C1)C=1C2=CC=C(N2)C(=C2C=CC(C(=C3C=CC(=C(C=4C=CC1N4)C4=CC=CC=C4)N3)C3=CC=CC=C3)=N2)C2=CC=CC=C2)[N+](=O)[O-]